C(C)(C)(C)OC(=O)N1[C@@H]2CC(C[C@H]1CC(C2)F)OC=2N=NC(=CC2)Cl (1R,3r,5S)-3-(6-Chloropyridazin-3-yloxy)-7-fluoro-9-azabicyclo[3.3.1]nonane-9-carboxylic acid tert-butyl ester